4-amino-3-methoxy-N-(6-methylpyridin-3-yl)benzamide NC1=C(C=C(C(=O)NC=2C=NC(=CC2)C)C=C1)OC